ClC1=CC=C2C(=CNC2=C1)S(=O)(=O)NC1=NC=C(C(=N1)OC)OCCC(F)(F)F 6-chloro-N-[4-methoxy-5-(3,3,3-trifluoropropoxy)pyrimidin-2-yl]-1H-indole-3-sulfonamide